C(C)(C)(C)OC(=O)N1C=CC2=C(C(=CC(=C12)C)OC)CN1[C@@H](CC(CC1)C1=CC=NS1)C1=CC=C(C=C1)C(=O)OC 4-(((2S)-4-(isothiazol-5-yl)-2-(4-(methoxycarbonyl)phenyl)piperidin-1-yl)methyl)-5-Methoxy-7-methyl-1H-indole-1-carboxylic acid tert-butyl ester